NCCOCCNC(=O)C1=C(C=C(NC=2C=3N(C=CN2)C(=CN3)C=3C(=NN(C3)CC(=O)OCC)C(F)(F)F)C=C1)CC ethyl 2-[4-[8-[4-[2-(2-aminoethoxy)ethylcarbamoyl]-3-ethylanilino]imidazo[1,2-a]pyrazin-3-yl]-3-(trifluoromethyl)pyrazol-1-yl]acetate